C(C)(=O)N1C(C2=CC=C(C=C2C1)SCC(C)O)C(=O)NC1=CC=C(C=C1)C(C(F)(F)F)(C(F)(F)F)O 2-Acetyl-N-(4-(1,1,1,3,3,3-hexafluoro-2-hydroxypropan-2-yl)phenyl)-5-((2-hydroxypropyl)thio)isoindoline-1-carboxamide